(R)-1-(3,4-difluorophenyl)-5-(5-(3,5-dimethylisoxazol-4-yl)-1-((R)-1-(methylsulfonyl)pyrrolidin-3-yl)-1H-benzo[d]imidazol-2-yl)pyrrolidin-2-one FC=1C=C(C=CC1F)N1C(CC[C@@H]1C1=NC2=C(N1[C@H]1CN(CC1)S(=O)(=O)C)C=CC(=C2)C=2C(=NOC2C)C)=O